6-[(3R)-3-HYDROXYPYRROLIDIN-1-YL]-5-(1H-PYRAZOL-5-YL)PYRIDINE-3-CARBOXAMIDE O[C@H]1CN(CC1)C1=C(C=C(C=N1)C(=O)N)C1=CC=NN1